hydroxyl ETHYL ACRYLATE CCOC(=O)C(=C)O